BrC1=CC=C(C=C1)N1N=C(C=C1)C1=CC=C(C=C1)F 1-(4-bromophenyl)-3-(4-fluorophenyl)-1H-pyrazole